FC(C1=C(C=CC(=C1)C(F)(F)F)CC(=O)N(C1=CC=C(C=C1)F)CC1=NN=C(O1)C=1N=CC(=NC1)C1CN(CC1)C(=O)OC(C)(C)C)(F)F 2-methylpropan-2-yl 3-(5-{5-[({2-[2,4-bis(trifluoromethyl)phenyl]acetyl}(4-fluorophenyl)amino)methyl]-1,3,4-oxadiazol-2-yl}pyrazin-2-yl)tetrahydropyrrole-1-carboxylate